C(CCCCC)C=1C=CC(=C(C1)O)OC1=NC=CC=N1 5-Hexyl-2-pyrimidin-2-yloxyphenol